C(CCCCCCC\C=C/CCCCCCCC)(=O)O.C(CCCCCCC\C=C/CCCCCCCC)(=O)O.C(CCCCCCC\C=C/CCCCCCCC)(=O)O.C(CCCCCCC\C=C/CCCCCCCC)(=O)O.O=C[C@H](O)[C@@H](O)[C@H](O)[C@H](O)CO glucose tetraoleate